BrC=1C=C(C(=NC1)N1N=C2C(C=NC(=C2)C(F)(F)F)=C1Cl)S(=O)(=O)CC 2-(5-bromo-3-ethylsulfonyl-2-pyridinyl)-3-chloro-6-(trifluoromethyl)pyrazolo[4,3-c]Pyridine